COC=1C=C2C=C(C=NC2=CC1OC)C1=CC=C(C=C1)O 4-(6,7-Dimethoxyquinolin-3-yl)phenol